N-((1s,3s)-3-(6-((4-(1-((1-((2-(2,6-dioxopiperidin-3-yl)-1,3-dioxoisoindolin-5-yl)glycyl)piperidin-4-yl)methyl)piperidin-4-yl)phenyl)amino)-9H-purin-9-yl)cyclobutyl)-2-phenylacetamide O=C1NC(CC[C@@H]1N1C(C2=CC=C(C=C2C1=O)NCC(=O)N1CCC(CC1)CN1CCC(CC1)C1=CC=C(C=C1)NC1=C2N=CN(C2=NC=N1)C1CC(C1)NC(CC1=CC=CC=C1)=O)=O)=O